OC1CC(C1)NC1=NN=C(C2=CC=CC=C12)C1=C(C=C(C=C1)C(F)(F)F)O 2-(4-(((1r,3r)-3-hydroxycyclobutyl)amino)phthalazin-1-yl)-5-(trifluoromethyl)phenol